ClC(C(=O)OC(CC)(C)O)=C 1-hydroxy-1-methylpropyl α-chloroacrylate